Cl.Cl.N1C=NC2=C1C=CC(=C2)C=2C=C(C=CC2O[C@@H]2CNCC2)C(=O)N2CCC(CC2)OC2=CC(=CC(=C2)N2CCNCC2)F (S)-(3-(1H-benzo[d]imidazol-5-yl)-4-(pyrrolidin-3-yloxy)phenyl)(4-(3-fluoro-5-(piperazin-1-yl)phenoxy)piperidin-1-yl)methanone dihydrochloride